C(C=C)C1C(C1)S(=O)(=O)N 2-ALLYLCYCLOPROPANE-1-SULFONAMIDE